[4-({2-Amino-4-hexyl-5H-pyrrolo[3,2-d]pyrimidin-5-yl}methyl)-3-methoxyphenyl]methanol NC=1N=C(C2=C(N1)C=CN2CC2=C(C=C(C=C2)CO)OC)CCCCCC